[I-].C(CCC)[N+](CCCC)(CCCC)CCCC Tetrabutyl-Ammonium Iodide